NC1=CC=C(C=C1)C=1C2=CC=C(N2)C(=C2C=CC(C(=C3C=CC(=C(C=4C=CC1N4)C4=CC=C(C=C4)N)N3)C3=CC=C(C=C3)N)=N2)C2=CC=CC=C2 5,10,15-tri(4-aminophenyl)-20-phenylporphyrin